3-[4-(2,7-Diazaspiro[3.5]non-2-yl)-3-methyl-2-oxo-benzoimidazol-1-yl]piperidine-2,6-dione C1N(CC12CCNCC2)C2=CC=CC=1N(C(N(C12)C)=O)C1C(NC(CC1)=O)=O